FC(C1=CC=C(CO[C@H]2[C@@H](CNC2)SC2=NC=CC=N2)C=C1)(F)F trans-2-((4-((4-(trifluoromethyl)benzyl)oxy)pyrrolidin-3-yl)thio)pyrimidine